N1=CNC(C=C1)=O PYRIMIDIN-4(3H)-ON